(7-methoxy-1-methyl-2-(3-methyl-2,3-dihydro-1H-pyrrolo[1,2,3-de]quinoxalin-5-yl)-1H-benzo[d]imidazol-5-yl)methanone Iron-chromium-nickel [Ni].[Cr].[Fe].COC1=CC(=CC2=C1N(C(=N2)C2=CC=1C=3N2C(CNC3C=CC1)C)C)C=O